1-(1-(3-(4'-(2-(3-(aminomethyl)azetidin-1-yl)ethoxy)-[1,1'-biphenyl]-4-yl)allyl)-1H-imidazol-2-yl)ethan-1-ol NCC1CN(C1)CCOC1=CC=C(C=C1)C1=CC=C(C=C1)C=CCN1C(=NC=C1)C(C)O